hexylene phthalate C1(C=2C(C(=O)OCCCCCCO1)=CC=CC2)=O